4-[2-amino-5-(3,4,5-trimethoxyphenyl)-3-pyridyl]-2-methoxy-phenol NC1=NC=C(C=C1C1=CC(=C(C=C1)O)OC)C1=CC(=C(C(=C1)OC)OC)OC